(3S,4R)-4-((4-(3-(((1R,4R)-2-oxa-5-azabicyclo[2.2.1]heptan-5-yl)methyl)-4-isopropylquinolin-6-yl)-5-fluoropyrimidin-2-yl)amino)tetrahydro-2H-pyran-3-ol [C@H]12OC[C@H](N(C1)CC=1C=NC3=CC=C(C=C3C1C(C)C)C1=NC(=NC=C1F)N[C@H]1[C@@H](COCC1)O)C2